2-(2-fluoro-4-(2-oxo-2-((1-((tetra-hydro-2H-pyran-4-yl)methyl)-1H-benzo[d]imidazol-2-yl)amino)ethyl)-phenoxy)nicotinamide FC1=C(OC2=C(C(=O)N)C=CC=N2)C=CC(=C1)CC(NC1=NC2=C(N1CC1CCOCC1)C=CC=C2)=O